ClC1=CC(=C(COC=2C=C(C=CC2F)C=2CCN(CC2)CC2=NC3=C(N2C)C=C(C=C3OC(F)F)C(=O)O)C=C1)F 2-((4-(3-((4-Chloro-2-fluorobenzyl)oxy)-4-fluorophenyl)-3,6-dihydropyridin-1(2H)-yl)methyl)-4-(difluoromethoxy)-1-methyl-1H-benzo[d]imidazole-6-carboxylic acid